O=C1[C@H](CCCC[C@@H]2N1[C@@H](CC2)C(=O)N2C1(CC1)CC(C2)C2=CC=CC=C2)NC(=O)C2=CC=C1C=CC(=CC1=C2)CP(=O)(OC2=CC=CC=C2)N[C@@H](C)C(=O)OCC ethyl (((7-(((3S,6S,10aS)-5-oxo-3-(6-phenyl-4-azaspiro[2.4]heptane-4-carbonyl)decahydro pyrrolo[1,2-a]azocin-6-yl)carbamoyl) naphthalen-2-yl)methyl)(phenoxy) phosphoryl)-L-alaninate